C(#N)C=1C=NN2C1C(=CC(=C2)OC)C=2N=CC(=NC2)N2CCC(CC2)(C)NC(OC(C)(C)C)=O tert-butyl (1-(5-(3-cyano-6-methoxypyrazolo[1,5-a]pyridin-4-yl)pyrazin-2-yl)-4-methylpiperidin-4-yl)carbamate